(S)-N-(1-methoxypropylamino)-6-((3-(5-methoxymethylisoxazol-3-yl)-[1,2,4]triazolo[3,4-a]phthalazin-6-oxy)methylene)nicotinamide CO[C@@H](CC)NNC(C1=CNC(C=C1)=COC1=NN2C(C3=CC=CC=C13)=NN=C2C2=NOC(=C2)COC)=O